N-methyl-N-Phenyl-8-(pyridin-3-yl)-[1,2,4]triazolo[4,3-a]quinazolin-5-amine CN(C1=NC=2N(C3=CC(=CC=C13)C=1C=NC=CC1)C=NN2)C2=CC=CC=C2